IC1=C(OCC(=O)O)C(=CC(=C1)I)I 2,4,6-triiodophenoxyacetic Acid